N1(N=CN=C1)C[C@H](C)OC1=C(C#N)C=CC(=C1)C=1C=NC(=NC1)NC=1C(=NN(C1)C1CCC(CC1)N1CCOCC1)OCCCOCCOCCOC 2-(((S)-1-(1H-1,2,4-triazol-1-yl)propan-2-yl)oxy)-4-(2-((3-(3-(2-(2-methoxy-ethoxy)ethoxy)propoxy)-1-((1r,4r)-4-morpholinocyclohexyl)-1H-pyrazol-4-yl)amino)pyrimidin-5-yl)benzonitrile